BrC=1C=C2CCN(CC2=CC1)C(=O)OC(C)(C)C tert-butyl 6-bromo-1,2,3,4-tetrahydroisoquinoline-2-carboxylate